C1(=CC=CC=C1)C=1C(C=C(C(C1)=O)C1=CC=CC=C1)=O 2,5-diphenyl-benzoquinone